C(C)(C)(C)OOC(C)(CC)OOC(C)(C)C 2,2-di(t-butylperoxy)-butane